2-(((2,3,4,5-tetrahydro-1H-benzo[d]azepin-1-yl)methyl)carbamoyl)benzoic acid C1(CNCCC2=C1C=CC=C2)CNC(=O)C2=C(C(=O)O)C=CC=C2